C(C)(C)(C)C1=CC=C(C=C1)C1=NC(=NN1C)C(=O)N1CCC2(OCCC3=C2SC=C3)CC1 (5-(4-(tert-butyl)phenyl)-1-methyl-1H-1,2,4-triazol-3-yl)(4',5'-dihydrospiro[piperidine-4,7'-thieno[2,3-c]pyran]-1-yl)methanone